methyl 5-(benzo[d]oxazol-2-yl)-2-chloroisonicotinate O1C(=NC2=C1C=CC=C2)C2=CN=C(C=C2C(=O)OC)Cl